[Na+].OC=1C(=CC2=CC=CC=C2C1)C(=O)[O-] 3-hydroxynaphthalene-2-carboxylic acid sodium Salt